5'-acetoyl-2'-O-tert-butyldimethylsilyl-3',4'-didehydro-3'-deoxycytidine C(C)(=O)C(C1=C[C@H]([C@@H](O1)N1C(=O)N=C(N)C=C1)O[Si](C)(C)C(C)(C)C)O